Disodium Distyrylbiphenyl-Disulfonate tert-butyl-7-(2-((4-cyanophenyl)(4-methoxybenzyl)amino)ethyl)-6,8-dioxa-2-azaspiro[3.5]nonane-2-carboxylate C(C)(C)(C)OC(=O)N1CC2(C1)COC(OC2)CCN(CC2=CC=C(C=C2)OC)C2=CC=C(C=C2)C#N.C(=CC2=CC=CC=C2)OS(=O)(=O)C2=C(C=CC=C2S(=O)(=O)OC=CC2=CC=CC=C2)C2=CC=CC=C2.[Na].[Na]